5-(cyclopropylmethyl)-4-(6-cyclopropylpyridin-3-yl)-7-(hydroxymethyl)-2-(2-methyl-2H-indazol-5-yl)-2,5-dihydro-3H-pyrrolo[3,2-c]pyridazin-3-one C1(CC1)CN1C=C(C2=NN(C(C(=C21)C=2C=NC(=CC2)C2CC2)=O)C2=CC1=CN(N=C1C=C2)C)CO